P(OC1=NC=CC=N1)([O-])=O PYRIMIDYL PHOSPHONATE